(dimethylamino)di(ethoxymethyl)vinylsilane CN(C)[SiH2]C=C(COCC)COCC